C(CC)(=O)OC(CCC=C)CC ethyl-4-penten-1-ol propionate